NC1=C(C=CC=C1)O amino-hydroxybenzene